C1(=C(C(=CC(=C1)C)C)\N=C/1\N(C(N2C(C3=CC(=C(C=C3CC2)OC)OC([2H])([2H])[2H])=C1)=O)CCNC(=O)N)C (E)-1-(2-(2-(mesitylimino)-9-methoxy-10-(methoxy-d3)-4-oxo-6,7-dihydro-2H-pyrimido[6,1-a]isoquinolin-3(4H)-yl)ethyl)urea